methyl 2-(bromomethyl)-4-nitro-benzoate BrCC1=C(C(=O)OC)C=CC(=C1)[N+](=O)[O-]